C=CCCCCCCCCCCC n-tridecene